C(C1=CC=CC=C1)S(=O)CC(=O)C1=CC=C(C=C1)C1=NOC(=N1)C(F)(F)F 2-(benzylsulfinyl)-1-(4-(5-(trifluoromethyl)-1,2,4-oxadiazol-3-yl)phenyl)ethan-1-one